[Ni].N1N=NC=C1 triazole Nickel